BrC1=C(NC(C)C=2C=C(C=C3C(C(=C(OC23)N(C)C)C)=O)C)C=CC(=C1)Cl 8-[1-(2-bromo-4-chloro-anilino)ethyl]-2-(dimethylamino)-3,6-dimethyl-chromen-4-one